5-Bromo-N-(3-fluoro-4-((7-(2-methoxyethoxy)-1,5-naphthyridin-4-yl)oxy)phenyl)-1,2,6-trimethyl-4-oxo-1,4-dihydropyridine-3-carboxamide BrC=1C(C(=C(N(C1C)C)C)C(=O)NC1=CC(=C(C=C1)OC1=CC=NC2=CC(=CN=C12)OCCOC)F)=O